Cl.FC1(C(C1)C1=CC=C(N)C=C1)F 4-(2,2-difluorocyclopropyl)aniline hydrochloride